ClC1=CC=C2C=C(NC2=C1Cl)C=O 6,7-dichloro-1H-indole-2-carboxaldehyde